(Z)-penta-1,3-diene C=C\C=C/C